C(CCCCCCCCCCCCCCCCC)[Si](N(C)C)(N(C)C)N(C)C n-octadecyl-tris(dimethylamino)silane